C(CCC)C(COP(O)(O)=O)(CCCC)CCCC tributylethylphosphoric acid